P(=O)(OC[C@H]1O[C@@]([C@@H]([C@@H]1O)O)(C#N)C1=CC=C2C(=NC=NN21)N)(OC[C@@H](COCCCCCCCCCCCCCCCCCC)OCC2=CC=C(C=C2)OC)O ((2R,3S,4R,5R)-5-(4-aminopyrrolo[2,1-f][1,2,4]triazin-7-yl)-5-cyano-3,4-dihydroxytetrahydrofuran-2-yl)methyl ((R)-2-((4-methoxybenzyl)oxy)-3-(octadecyloxy)propyl) hydrogen phosphate